1,3-diethyl-1,3-di-n-propyl-disiloxane C(C)[SiH](O[SiH](CCC)CC)CCC